C=CCCCCCC\C=C/CCCCCCC (3R,8S,Z)-heptadeca-1,9-dien